diallyloxydiethoxybenzamide C(C=C)OC=1C(=C(C(=C(C(=O)N)C1)OCC)OCC)OCC=C